2-(3-cyanophenyl)-3-(2,6-dimethyl-4-pyridyl)-N-[(5-oxomorpholin-2-yl)methyl]pyrazolo[1,5-a]pyrimidine-5-carboxamide C(#N)C=1C=C(C=CC1)C1=NN2C(N=C(C=C2)C(=O)NCC2CNC(CO2)=O)=C1C1=CC(=NC(=C1)C)C